2-methyl-2,7-naphthyridin-1(2H)-one TFA salt OC(=O)C(F)(F)F.CN1C(C2=CN=CC=C2C=C1)=O